4-bromo-N-(4-(trifluoromethyl)pyridin-2-yl)benzamide BrC1=CC=C(C(=O)NC2=NC=CC(=C2)C(F)(F)F)C=C1